(2S)-2-[[(2S,5r)-2-[(3-amino-3-oxo-propyl)carbamoyl]-3-methyl-7-oxo-1,6-diazabicyclo[3.2.1]oct-3-en-6-yl]oxy]-2-fluoro-acetic acid ethyl ester C(C)OC([C@H](F)ON1[C@@H]2C=C([C@H](N(C1=O)C2)C(NCCC(=O)N)=O)C)=O